(S)-11-(2-(4-(4-chlorophenyl)-2,3,9-trimethyl-6H-thieno[3,2-f][1,2,4]triazolo[4,3-a][1,4]diazepin-6-yl)ethoxy)-11-oxoundecanoic acid ClC1=CC=C(C=C1)C1=N[C@H](C=2N(C3=C1C(=C(S3)C)C)C(=NN2)C)CCOC(CCCCCCCCCC(=O)O)=O